2-((1aR,3aR,3bS,5aS,6R,8aS,8bS,10R,10aR)-5a-ethyl-10-methoxy-3a-methylhexadecahydrocyclopenta[a]cyclopropa[2,3]cyclopenta[1,2-f]naphthalen-6-yl)propyl 4-methylbenzenesulfonate CC1=CC=C(C=C1)S(=O)(=O)OCC(C)[C@H]1CC[C@@H]2[C@@]1(CC[C@@H]1[C@@]3([C@]4([C@@H](C[C@@H]21)OC)[C@H](CC3)C4)C)CC